2-cyano-N-methyl-5-[(1-methylpiperidin-4-yl)amino]furo[2,3-c]pyridine-7-carboxamide C(#N)C1=CC=2C(=C(N=C(C2)NC2CCN(CC2)C)C(=O)NC)O1